C(C1=CC=CC=C1)C1=NOC(=N1)CCNC(=O)[C@H]1N(C[C@@H](C1)O)C([C@H](C(C)(C)C)N1N=NC(=C1)C1CC1)=O (2S,4R)-N-[2-(3-benzyl-1,2,4-oxadiazol-5-yl)ethyl]-1-[(2S)-2-(4-cyclopropyltriazol-1-yl)-3,3-dimethyl-butanoyl]-4-hydroxy-pyrrolidine-2-carboxamide